COC1=CC(=NC=C1)C=1OC2=C(C=C(C=C2C(C1)=O)C)C(C)NC1=C(C(=O)O)C=CC=C1 2-[1-[2-(4-Methoxy-2-pyridyl)-6-methyl-4-oxo-chromen-8-yl]ethylamino]benzoic acid